2-((R)-3-(4-amino-3-(2-fluoro-4-phenoxyphenyl)-1H-pyrazolo[3,4-d]pyrimidin-1-yl)piperidine-1-carbonyl)-4-(3-(tert-butyldiphenylsilyloxy)azetidin-1-yl)-4-methylpent-2-enenitrile NC1=C2C(=NC=N1)N(N=C2C2=C(C=C(C=C2)OC2=CC=CC=C2)F)[C@H]2CN(CCC2)C(=O)C(C#N)=CC(C)(C)N2CC(C2)O[Si](C2=CC=CC=C2)(C2=CC=CC=C2)C(C)(C)C